benzo[4,5]thieno[3,2-d]pyrimidine N1=CN=CC2=C1C1=C(S2)C=CC=C1